5-fluoro-4-(3-oxo[1,2,4]triazolo[4,3-a]pyridin-2(3H)-yl)-2-[(2S)-pentan-2-yloxy]benzamide FC=1C(=CC(=C(C(=O)N)C1)O[C@@H](C)CCC)N1N=C2N(C=CC=C2)C1=O